C(C)O[Si](OCC)(OCC)CC1C(OC(C1)=O)=O 3-((triethoxysilyl)methyl)dihydrofuran-2,5-dione